CC1=CC=CC(=N1)C1=NC=CC(=N1)NC1=NC(=NC=C1)NC=1C=C(C=NC1)C(=O)O[C@H]1CNCC1 [(3R)-pyrrolidin-3-yl] 5-[[4-[[2-(6-methyl-2-pyridyl)pyrimidin-4-yl]amino]pyrimidin-2-yl]amino]pyridine-3-carboxylate